2-(4-bromophenyl)-N,N-dimethylaminosulfonylethane BrC1=CC=C(C=C1)CCS(=O)(=O)N(C)C